[4-(3,3-Difluoroazetidin-1-yl)-3-fluorophenyl]-2-[4-([1,2,4]triazolo[1,5-a]pyridin-7-yl)phenyl]acetamide FC1(CN(C1)C1=C(C=C(C=C1)C(C(=O)N)C1=CC=C(C=C1)C1=CC=2N(C=C1)N=CN2)F)F